2,3-di-hydrocoumarin O1C(=O)CCC2=CC=CC=C12